6-[5-Methyl-1-(4-piperidyl)pyrazol-4-yl]-4-[1-(3-methylsulfonylphenyl)ethoxy]pyrazolo[1,5-a]pyridine-3-carbonitrile CC1=C(C=NN1C1CCNCC1)C=1C=C(C=2N(C1)N=CC2C#N)OC(C)C2=CC(=CC=C2)S(=O)(=O)C